4-ethyl-N-(4-fluoro-3-methylphenyl)-5-(2-(((1s,4s)-4-hydroxy-1-methylcyclohexyl)amino)-2-oxoacetyl)-1,2-dimethyl-1H-pyrrole-3-carboxamide C(C)C=1C(=C(N(C1C(C(=O)NC1(CCC(CC1)O)C)=O)C)C)C(=O)NC1=CC(=C(C=C1)F)C